tert-butyl (6aR,8R)-2-(3,5-difluoro-2-methoxyphenyl)-8-((5-formyl-4-methylpyridin-2-yl)oxy)-6a,7,8,9-tetrahydropyrrolo[1',2':4,5]pyrazino[2,3-c]pyridazine-5(6H)-carboxylate FC=1C(=C(C=C(C1)F)C=1C=C2C(=NN1)N(C[C@@H]1N2C[C@@H](C1)OC1=NC=C(C(=C1)C)C=O)C(=O)OC(C)(C)C)OC